S1C(SCCC1)C=1C=C(C=C(C1OCC1=CC=C(C=C1)OC)F)NC(C1=CC=CC=C1)=O N-(3-(1,3-dithian-2-yl)-5-fluoro-4-(4-methoxybenzyloxy)phenyl)benzamide